ClC1=NC=CC(=C1Cl)OC=1C=NC(=NC1)N 5-((2,3-dichloropyridin-4-yl)oxy)pyrimidin-2-amine